4,4-bis(bromomethyl)-1,1-biphenyl BrCC1(CC=C(C=C1)C1=CC=CC=C1)CBr